Cl.Cl.CC=1OC2=C(N1)C(=CC(=C2)C=2C=C(C(=NC2)C=2N=NC(=CC2)O[C@H]2[C@H](C(NC(C2)(C)C)(C)C)F)O)C 5-(2,4-dimethyl-1,3-benzooxazol-6-yl)-2-(6-{[(3S,4R)-3-fluoro-2,2,6,6-tetramethylpiperidin-4-yl]oxy}pyridazin-3-yl)pyridin-3-ol dihydrochloride